C(#N)C1=C(C=C(C=N1)NC([C@@](CN1C=C(C2=CC(=CC=C12)F)C=O)(C)O)=O)C(F)(F)F (S)-N-(6-Cyano-5-(trifluoromethyl)pyridin-3-yl)-3-(5-fluoro-3-formyl-1H-indol-1-yl)-2-hydroxy-2-methylpropanamide